di-tert-butyl-biphenyl C(C)(C)(C)C1=CC=C(C=C1)C1=CC=C(C=C1)C(C)(C)C